CC(C)CCCCCCCCC/C=C\\C(=O)O The molecule is an alpha,beta-unsaturated monocarboxylic acid that is cis-2-tetradecenoic acid in which one of the hydrogens at position 13 has been replaced by a methyl group. It is an alpha,beta-unsaturated monocarboxylic acid, a long-chain fatty acid and a monounsaturated fatty acid.